1,3-di-(2-ethyl-hexyl)-cyclohexaneN C(C)C(CC1=CC(CCC1)CC(CCCC)CC)CCCC